O=C1N(CCC(N1)=O)C=1C=C(OCCCCCCNC(OC(C)(C)C)=O)C=CC1 tert-butyl (6-(3-(2,4-dioxotetrahydropyrimidin-1(2H)-yl)phenoxy)hexyl)carbamate